3-((2-methylindolin-1-yl)sulfonyl)-N-(pyridin-3-yl)benzamide CC1N(C2=CC=CC=C2C1)S(=O)(=O)C=1C=C(C(=O)NC=2C=NC=CC2)C=CC1